N-(bis(2-fluorophenyl)phosphaneyl)-N-phenyl-1,1-bis(4-(tributylsilyl)phenyl)phosphanamine FC1=C(C=CC=C1)P(N(P(C1=CC=C(C=C1)[Si](CCCC)(CCCC)CCCC)C1=CC=C(C=C1)[Si](CCCC)(CCCC)CCCC)C1=CC=CC=C1)C1=C(C=CC=C1)F